COC(=O)C(CC=1OC(=CC(C1)=O)C(=O)OC)C 2,6-dimethoxycarbonylpropyl-4-pyrone